ethyl 4-(4-aminophenyl)-6-(1-isobutyrylpiperidin-4-yl)-[1,2,3]triazolo[1,5-a]pyridine-3-carboxylate NC1=CC=C(C=C1)C=1C=2N(C=C(C1)C1CCN(CC1)C(C(C)C)=O)N=NC2C(=O)OCC